(R)-N-(4,4-difluoro-1-(oxetan-3-yl)pyrrolidin-3-yl)-5-(1-(2,2-difluoroethyl)-1H-benzo[d][1,2,3]triazol-6-yl)-6-fluoro-4-(methoxy-d3)pyrrolo[2,1-f][1,2,4]triazin-2-amine FC1([C@@H](CN(C1)C1COC1)NC1=NN2C(C(=N1)OC([2H])([2H])[2H])=C(C(=C2)F)C=2C=CC1=C(N(N=N1)CC(F)F)C2)F